C(C)(C)(C)OC(=O)N1C(CCCC1)NC(C(OC1=CC=C(C=C1)C)(F)F)=O (2,2-difluoro-2-(p-tolyloxy)acetamido)piperidine-1-carboxylic acid tert-butyl ester